5-amino-N-(2-{9-amino-4-methyl-1-oxa-7-azaspiro[4.4]nonan-7-yl}-3-fluoro-5,6,7,8-tetrahydroquinolin-6-yl)-2-methylthieno[2,3-d]pyrimidine-6-carboxamide NC1=C(SC=2N=C(N=CC21)C)C(=O)NC2CC=1C=C(C(=NC1CC2)N2CC1(C(CCO1)C)C(C2)N)F